ClC=1C=C(C=CC1)OC(CC=O)=O.C(C)[SiH2]OCCCOCC ethyl-ethoxypropoxysilane (3-chlorophenyl)-3-oxopropanoate